2-chloro-1,1,2-trifluorobutane ClC(C(F)F)(CC)F